2-((Ethyl-(isopropyl)amino)methyl)-6-iodo-4-nitrophenol C(C)N(C(C)C)CC1=C(C(=CC(=C1)[N+](=O)[O-])I)O